NC1=C(C(=O)OC)C=C(C(=C1)OC)C methyl 2-amino-4-methoxy-5-methylbenzoate